dicyclopentylbis(ethylamino)silane nitrogen chlorine [Cl].[N].C1(CCCC1)[Si](NCC)(NCC)C1CCCC1